2,2-bis(4-methoxyphenyl)-5-(2-hydroxyethoxycarbonyl)-6-phenyl-[2H]-naphtho[1,2-b]pyran COC1=CC=C(C=C1)C1(C=CC2=C(O1)C1=CC=CC=C1C(=C2C(=O)OCCO)C2=CC=CC=C2)C2=CC=C(C=C2)OC